C(C)N=C(C)C(CC)=NCC N,N'-diethyl-pentane-2,3-diimine